tert-Butyl 3-((3-(6-azaspiro[2.5]octan-6-yl)-4-((6-(3,3,3-trifluoropropoxy)pyridin-2-yl)carbamoyl)phenyl)sulfonyl)azetidine-1-carboxylate C1CC12CCN(CC2)C=2C=C(C=CC2C(NC2=NC(=CC=C2)OCCC(F)(F)F)=O)S(=O)(=O)C2CN(C2)C(=O)OC(C)(C)C